The molecule is a seco retinoid formed by fission of the cyclohexene ring with addition of a hydrogen atom at each terminal group thus created. CC(=CCC/C(=C/C=C/C(=C/C=C/C(=C/C=O)/C)/C)/C)C